7-((2S,5R)-2,5-diethyl-4-(1-(2-methylthiazolo[5,4-b]pyridin-5-yl)ethyl)piperazin-1-yl)-4-methyl-2-(oxetan-3-yl)-2,4-dihydro-5H-pyrazolo[4,3-b]pyridin-5-one C(C)[C@@H]1N(C[C@H](N(C1)C(C)C1=CC=C2C(=N1)SC(=N2)C)CC)C=2C=1C(N(C(C2)=O)C)=CN(N1)C1COC1